C1=C(C=CC2=CC=CC=C12)SCCCC(C)C1=CC=NC=C1 4-(5-(naphthalen-2-ylsulfanyl)pentan-2-yl)pyridine